[Br].C(C)N1CN(C=C1)C 1-ethyl-3-methyl-imidazole bromine salt